N-ethyl-aspartic acid Methyl-(((cis-3-(2-amino-6-hydroxy-9H-purin-9-yl)cyclobutyl)methoxy)(phenoxy)phosphoryl)-L-alaninate CN([C@@H](C)C(=O)O)P(=O)(OC1=CC=CC=C1)OC[C@@H]1C[C@@H](C1)N1C2=NC(=NC(=C2N=C1)O)N.C(C)N[C@@H](CC(=O)O)C(=O)O